1'-(1H-indazole-5-carbonyl)-7-isopropylspiro[isochroman-3,4'-piperidine]-1-one N1N=CC2=CC(=CC=C12)C(=O)N1CCC2(CC1)OC(C1=CC(=CC=C1C2)C(C)C)=O